trans-4-aminomethylcyclohexane-1-carboxylic acid NC[C@@H]1CC[C@H](CC1)C(=O)O